C(CCC)NC(C1=C(C=CC=C1)S(NCC(=O)NC1=CC=C(C=C1)O)(=O)=O)=O N-Butyl-2-[[2-(4-hydroxyanilino)-2-oxo-ethyl]sulfamoyl]benzamide